2-((((3S,4S)-4-(difluoromethyl)-1,3-dimethylpiperidin-3-yl)methoxy)-7-(8-ethynyl-7-fluoro-3-hydroxynaphthalen-1-yl)-6,8-difluoroquinazolin-4-yl)-6-methyl-1,4-oxaazepan-6-ol FC([C@@H]1[C@](CN(CC1)C)(C)COC1=NC2=C(C(=C(C=C2C(=N1)C1OCC(CNC1)(O)C)F)C1=CC(=CC2=CC=C(C(=C12)C#C)F)O)F)F